(S)-4-(2-chloropyrimidin-4-yl)-2-methylpiperazine-1-carboxylic acid tert-butyl ester C(C)(C)(C)OC(=O)N1[C@H](CN(CC1)C1=NC(=NC=C1)Cl)C